N-(1-(2-cyano-7-(1-methyl-1H-pyrazol-4-yl)quinolin-5-yl)cyclopropyl)-2-methyl-4-((thiazol-4-ylmethoxy)methyl)benzamide C(#N)C1=NC2=CC(=CC(=C2C=C1)C1(CC1)NC(C1=C(C=C(C=C1)COCC=1N=CSC1)C)=O)C=1C=NN(C1)C